[1-(2-chloro-6-nitro-phenyl)-2-piperidyl]methyl methanesulfonate CS(=O)(=O)OCC1N(CCCC1)C1=C(C=CC=C1[N+](=O)[O-])Cl